Cl.ClC1=C(CN2CC(C(CC2)(O)C=2C=C(C(=O)N)C=CC2)CN(C)C)C=CC(=C1)F 3-(1-(2-chloro-4-fluorobenzyl)-3-((dimethylamino)methyl)-4-hydroxypiperidin-4-yl)benzamide hydrochloride